ClC1=C(C=CC(=C1)Cl)CNC1=NN2C(NC(=CC2=O)C(C)C)=N1 2-[(2,4-dichlorophenyl)methylamino]-5-isopropyl-4H-[1,2,4]triazolo[1,5-a]pyrimidin-7-one